(-)-Beta-caryophyllene C/C/1=C\CCC(=C)[C@H]2CC([C@@H]2CC1)(C)C